2-(perfluorooctyl)acrylic acid ethyl ester C(C)OC(C(=C)C(C(C(C(C(C(C(C(F)(F)F)(F)F)(F)F)(F)F)(F)F)(F)F)(F)F)(F)F)=O